(2R)-3-[4-(4,4-dimethylcyclohex-1-en-1-yl) phenyl]-benzyl 2-hydroxypropionate O[C@@H](C(=O)OCC1=CC(=CC=C1)C1=CC=C(C=C1)C1=CCC(CC1)(C)C)C